CC1(OB(OC1(C)C)C1C2CCN(CC12)C(=O)OC(C)(C)C)C tert-butyl 7-(4,4,5,5-tetramethyl-1,3,2-dioxaborolan-2-yl)-3-azabicyclo[4.1.0]heptane-3-carboxylate